BrC=1C(=C2C(=NC1)NC(=N2)C2=CC=C(C=C2)N2C(CN(CC2)CC=2SC=CN2)C)NC2CCN(CC2)C 6-Bromo-N-(1-methylpiperidin-4-yl)-2-{4-[2-methyl-4-(1,3-thiazol-2-ylmethyl)piperazin-1-yl]phenyl}-3H-imidazo[4,5-b]pyridin-7-amine